(6aR,8R)-8-azido-2-bromo-5-(4-(trifluoromethyl)phenyl)-5,6,6a,7,8,9-hexahydropyrido[3,2-e]pyrrolo[1,2-a]pyrazine N(=[N+]=[N-])[C@@H]1C[C@H]2N(C3=C(N(C2)C2=CC=C(C=C2)C(F)(F)F)C=CC(=N3)Br)C1